O[C@@H](CONC(=O)C1=C(SC2=NC=CC=C21)NC2=C(C=C(C=C2)I)F)CO (R)-N-(2,3-dihydroxypropoxy)-2-((2-fluoro-4-iodophenyl)amino)thieno[2,3-b]pyridine-3-carboxamide